2,6-dibromo-4-fluoro-1-methoxybenzene BrC1=C(C(=CC(=C1)F)Br)OC